C(CCCC)(=O)O[C@H]1O[C@H]([C@H]([C@H]([C@@H]1O)OC(CCCC)=O)O)C#C (2R,3S,4R,5R,6S)-6-ethynyl-3,5-dihydroxy-tetrahydro-2H-pyran-2,4-diyl dipentanoate